ClC1=NC=C(C(=C1)F)C#CC1CCN(CC1)S(=O)(=O)C 2-chloro-4-fluoro-5-((1-(methylsulfonyl)piperidin-4-yl)ethynyl)pyridine